CCC(CC1CCCC2(O1)CC3C(C(O2)CC4(C(CC(O4)(C)C)/C=C/CCCCCC(C(C(C(C(C(C(/C=C/C(=O)O3)(C)O)O)C)O)O)O)(C)O)O)C)O The molecule is a 24-membered macrolide antibiotic isolated from the fermentation broth of Streptomyces sp.NK154183. It exhibits antifungal and antitumour activity against the human colon adenocarcinoma. It has a role as a metabolite, an antineoplastic agent and an antifungal agent. It is a macrolide antibiotic, a secondary alcohol, a tertiary alcohol, a cyclic hemiketal and a spiroketal.